C(C)OC(CCOCCCC)=O 3-butoxy-propionic acid ethyl ester